FC(C(C)(C)O)(F)C=1C(=C(C=CC1)[C@@H](C)NC1=NC(=NC2=CC3=C(C=C12)N(C([C@@]3(C)OC)=O)C)C)F (S)-4-(((R)-1-(3-(1,1-difluoro-2-hydroxy-2-methylpropyl)-2-fluorophenyl)ethyl)amino)-8-methoxy-2,6,8-trimethyl-6,8-dihydro-7H-pyrrolo[2,3-g]quinazolin-7-one